BrCCC(CC)=O bromopropione